NC1=NC(=NC(=C1NC(COC)=O)N)C1=NN(C2=C(C=CC=C12)F)CC1=C(C=CC=C1)F N-(4,6-diamino-2-(7-fluoro-1-(2-fluorobenzyl)-1H-indazol-3-yl)pyrimidin-5-yl)-2-methoxyacetamide